C1(CC1)C=1C(=NSC1C(=O)NC1=CC(=NC=C1)C(F)(F)F)C1=CC=C(C=C1)C(F)F 4-cyclopropyl-3-(4-(difluoromethyl)phenyl)-N-(2-(trifluoromethyl)pyridin-4-yl)isothiazole-5-carboxamide